N-(4-chloro-2-methylphenyl)-5-(2-chloro-5-(isobutyrylaminomethyl)benzoylamino)-1-ethyl-1H-indole-2-carboxamide ClC1=CC(=C(C=C1)NC(=O)C=1N(C2=CC=C(C=C2C1)NC(C1=C(C=CC(=C1)CNC(C(C)C)=O)Cl)=O)CC)C